1,9-Nonandi-amin C(CCCCCCCCN)N